C(CCC)[Si](OCCl)(C)C (Butyldimethylsilyloxy)methyl chloride